ClC=1C=CC(=C2CCOC21)C=O 7-chloro-2,3-dihydrobenzofuran-4-carbaldehyde